N-[(2S)-1-amino-1-oxopropan-2-yl]-3-chloro-5-[(trifluoromethyl)sulfonyl]benzamide NC([C@H](C)NC(C1=CC(=CC(=C1)S(=O)(=O)C(F)(F)F)Cl)=O)=O